(S*)-5-Methyl-4-(trifluoromethyl)-6-((2-(4-(5-(trifluoromethyl)pyrimidin-2-yl)piperazine-1-carbonyl)morpholino)methyl)pyridazin-3(2H)-one CC1=C(C(NN=C1CN1C[C@H](OCC1)C(=O)N1CCN(CC1)C1=NC=C(C=N1)C(F)(F)F)=O)C(F)(F)F |o1:10|